C1(CCCCCCCCCCC1)C(CB)=C.[Cl] chlorine (2-cyclododecyl-allyl)borane